4-(2-morpholino-4-(pyridin-3-ylmethoxy)-5H-pyrrolo[2,3-d]pyrimidin-7(6H)-yl)benzonitrile O1CCN(CC1)C=1N=C(C2=C(N1)N(CC2)C2=CC=C(C#N)C=C2)OCC=2C=NC=CC2